CC1(C(CC(CC1)(C)F)=O)C methyl-4-fluoro-1,4-dimethyl-2-oxo-1,2,4,5-tetrahydrobenzol